(2S,11S)-6-bromo-11-[(tert-butoxycarbonyl)amino]-12-oxo-1-azatricyclo[6.4.1.0[4,13]]trideca-4(13),5,7-triene-2-carboxylic acid BrC1=CC=2C[C@H](N3C([C@H](CCC(=C1)C32)NC(=O)OC(C)(C)C)=O)C(=O)O